ethylene bis[3-(5-t-butyl-4-hydroxy-m-tolyl) propionate] C(C)(C)(C)C=1C(=C(C=C(C1)C)CCC(=O)OCCOC(CCC=1C=C(C=C(C1O)C(C)(C)C)C)=O)O